ClC1=CC2=C(C=C3N2C(=NN(C3=O)CC(=O)NC3=CC(=CC=C3)NS(=O)(=O)C)C(C)(C)O)S1 2-(2-chloro-5-(2-hydroxypropan-2-yl)-8-oxothieno[2',3':4,5]pyrrolo[1,2-d][1,2,4]triazin-7(8H)-yl)-N-(3-(methylsulfonylamino)phenyl)acetamide